(R)-6,8-difluoro-2-((1-((4-methoxypiperidin-1-yl)methyl)cyclopropyl)methoxy)-4-(3-methyl-3-((trimethylsilyl)oxy)piperidin-1-yl)quinazoline FC=1C=C2C(=NC(=NC2=C(C1)F)OCC1(CC1)CN1CCC(CC1)OC)N1C[C@@](CCC1)(O[Si](C)(C)C)C